7-Bromo-3-(4-((4-methylpyrimidin-2-yl)oxy)phenyl)thieno[3,2-c]pyridin-4-amine BrC=1C2=C(C(=NC1)N)C(=CS2)C2=CC=C(C=C2)OC2=NC=CC(=N2)C